C(C=C)(=O)N1CC(CC1)N1N=C(C2=CC=CC(=C12)C(=O)NC)C=1C=NC(=CC1)C(F)(F)F 1-(1-acryloylpyrrolidin-3-yl)-N-methyl-3-(6-(trifluoromethyl)pyridin-3-yl)-1H-indazole-7-carboxamide